BrC=1C=C(C=CC1)CC(C#N)O[Si](C)(C)C 3-(3-bromophenyl)-2-((trimethylsilyl)oxy)propionitrile